bis(7-(4-(4-(benzo[b]thiophen-4-yl)piperazin-1-yl)butoxy)quinolin-2-yl) decanedioate C(CCCCCCCCC(=O)OC1=NC2=CC(=CC=C2C=C1)OCCCCN1CCN(CC1)C1=CC=CC=2SC=CC21)(=O)OC2=NC1=CC(=CC=C1C=C2)OCCCCN2CCN(CC2)C2=CC=CC=1SC=CC12